C(C)(C)(C)OC(=O)N1CCC(CC1)C=1C=NC(=CC1)[N+](=O)[O-] 4-(6-nitropyridin-3-yl)piperidine-1-carboxylic acid tert-butyl ester